2-((1s,2r)-1-(2-cyano-5-fluorophenyl)-1-(1-(2-methoxyethyl)-3-methyl-1H-pyrazol-4-yl)propan-2-yl)-5-hydroxy-N-(isoxazol-4-yl)-1-methyl-6-oxo-1,6-dihydropyrimidine-4-carboxamide C(#N)C1=C(C=C(C=C1)F)[C@H]([C@@H](C)C=1N(C(C(=C(N1)C(=O)NC=1C=NOC1)O)=O)C)C=1C(=NN(C1)CCOC)C